o-nitrobenzyl carbamate C(N)(OCC1=C(C=CC=C1)[N+](=O)[O-])=O